B(O)(O)O.ClC=1C=C(C=CC1Cl)C1=CC=CC=C1 3,4-dichlorobiphenyl-boric acid